3-(5-(((3-(5-((1r,3r)-3-((5-(5H-pyrido[4,3-b]indol-7-yl)pyridin-2-yl)oxy)cyclobutoxy)pyridin-2-yl)prop-2-yn-1-yl)oxy)methyl)-1-oxoisoindolin-2-yl)piperidine-2,6-dione C1=NC=CC=2NC=3C=C(C=CC3C21)C=2C=CC(=NC2)OC2CC(C2)OC=2C=CC(=NC2)C#CCOCC=2C=C1CN(C(C1=CC2)=O)C2C(NC(CC2)=O)=O